tert-Butyl N-[6-benzyloxy-13-methyl-15-methylsulfonyl-6-(trifluoromethyl)-19-oxa-3,4,13,18-tetrazatricyclo[12.3.1.12,5]nonadeca-1(17),2,4,9,14(18),15-hexaen-17-yl]carbamate C(C1=CC=CC=C1)OC1(C2=NN=C(C3=C(C=C(C(N(CCC=CCC1)C)=N3)S(=O)(=O)C)NC(OC(C)(C)C)=O)O2)C(F)(F)F